C(=C)C12OCC(CC1)(CC2)C(=O)N[C@H]2C[C@H](CCC2)NC2=CC(=NC1=CC=CC=C21)C(F)(F)F 1-ethenyl-N-[(1R,3S)-3-{[2-(trifluoromethyl)quinolin-4-yl]amino}cyclohexyl]-2-oxabicyclo[2.2.2]octane-4-carboxamide